(E)-2-(phenyl-(pyridin-2-yl)methylene)hydrazine C1(=CC=CC=C1)/C(=N\N)/C1=NC=CC=C1